C1(CC1)C(=O)NC1=NC=C(C(=O)NC2=NC=3C(=C(C=CC3C=3N2CCN3)OCCCN3CCOCC3)OC)C=C1 6-[(cyclopropylcarbonyl)amino]-N-[7-methoxy-8-(3-morpholin-4-ylpropoxy)-2,3-dihydroimidazo[1,2-c]quinazolin-5-yl]nicotinamide